(2,3-dihydro-1H-inden-4-yloxy)-1,2,3,4-tetrahydronaphthalene C1CCC2=C(C=CC=C12)OC1CCCC2=CC=CC=C12